(3-ethylimidazol-4-yl)formamide C(C)N1C=NC=C1NC=O